(3',4'-dihydroxyphenyl)-3-acetylamino-6-(N-acetyl-2'-aminoethyl)-1,4-benzodioxane OC=1C=C(C=CC1O)C1C(OC2=C(O1)C=CC(=C2)CCNC(C)=O)NC(C)=O